C(CCCCCCCCCCCCCCC(C)C)(=O)OC(C)C Isopropyl isostearate